1,2-di-O-phytoyl-sn-glycero-3-phosphorylcholine C(\C=C(/C)\CCC[C@H](C)CCC[C@H](C)CCCC(C)C)(=O)OC[C@@H](OC(\C=C(/C)\CCC[C@H](C)CCC[C@H](C)CCCC(C)C)=O)COP(=O)(O)OCC[N+](C)(C)C